ClC1=C2C(N(C(NC2=C(C=C1)S(=O)(=O)C=1C=C(C=CC1)C)=O)O)=O 5-chloro-3-hydroxy-8-(m-tolylsulfonyl)quinazoline-2,4(1H,3H)-dione